[Si](C)(C)(C(C)(C)C)OCCOC1=CC(=C(C=N1)OCC(C#N)(C)C)C1=CC=2N(C=C1)N=C(C2)NC2=NC(=NC(=C2)C)C 3-((6-(2-((tert-butyldimethylsilyl)oxy)ethoxy)-4-(2-((2,6-dimethylpyrimidin-4-yl)amino)pyrazolo[1,5-a]pyridin-5-yl)pyridin-3-yl)oxy)-2,2-dimethylpropanenitrile